C(C)N(C1=CC=CC(=N1)B(O)O)CC 6-(DIETHYLAMINO)PYRIDINE-2-BORONIC ACID